COC(=O)[C@@H]1C[C@H](CCC1)OC=1C(=NC(=CC1)C=1N=NN(C1CNC1=NC=NC(=N1)C1CC1)C)C (1S,3S)-3-((6-(5-(((4-cyclopropyl-1,3,5-triazin-2-yl)amino)methyl)-1-methyl-1H-1,2,3-triazol-4-yl)-2-methylpyridin-3-yl)oxy)cyclohexane-1-carboxylic acid methyl ester